N-(2-(4-((1R,4R)-2-oxa-5-azabicyclo[2.2.1]hept-ane-5-yl)piperidine-1-yl)-5-((6-((R)-3-(3-chloro-2-methylphenyl)isoxazolidine-2-yl)pyrimidine-4-yl)amino)-4-methoxyphenyl)acrylamide [C@H]12OC[C@H](N(C1)C1CCN(CC1)C1=C(C=C(C(=C1)OC)NC1=NC=NC(=C1)N1OCC[C@@H]1C1=C(C(=CC=C1)Cl)C)NC(C=C)=O)C2